C(#N)C1=C(C=CC=C1C1=C2C=NN(C2=CC=C1)C)NC(=O)C=1C(N(C=C(C1)CNCCO)C)=O N-(2-cyano-3-(1-methyl-1H-indazol-4-yl)phenyl)-5-((2-hydroxyethylamino)methyl)-1-methyl-2-oxo-1,2-dihydropyridine-3-carboxamide